C(C)N1N=C(C(=C1)C1=NC=NC2=CC(=C(C=C12)C(C)O)OC)C1=CC=CC=C1 1-(4-(1-ethyl-3-phenyl-1H-pyrazol-4-yl)-7-methoxyquinazolin-6-yl)ethan-1-ol